CN1C=CC=2C(NC=3C=CC=CC3C21)=O 1-methyl-1,5-dihydro-4H-pyrrolo[3,2-c]quinolin-4-one